CC1=CC(=CC(=N1)C(=O)OC)NC(C(C)(C)C)=O methyl 6-methyl-4-pivalamidopicolinate